5-Fluoro-4-(8-fluoroquinolin-6-yl)-N-(5-(4-(methylsulfonyl)piperazin-1-yl)pyridin-2-yl)pyrimidin-2-amine hydrochloride Cl.FC=1C(=NC(=NC1)NC1=NC=C(C=C1)N1CCN(CC1)S(=O)(=O)C)C=1C=C2C=CC=NC2=C(C1)F